C1(C2=CC=C(C(=O)O1)C=C2)=O terephthalic acid, anhydride